CN(C1CN(C1)C(=O)[C@@H]1CC2=C(CN1C(C)C)NC(=N2)C2=NNC1=CC(=CC=C21)C2=C(C=C(C=C2)O)CC)C (S)-(3-(Dimethylamino)azetidin-1-yl)(2-(6-(2-ethyl-4-hydroxyphenyl)-1H-indazol-3-yl)-5-isopropyl-4,5,6,7-tetrahydro-3H-imidazo[4,5-c]pyridin-6-yl)methanon